(S,E)-3-(4-chlorophenyl)-N'-((4-fluorophenyl)sulfonyl)-4-phenyl-N-((S)-2-sulfamoylpropyl)-4,5-dihydro-1H-pyrazole-1-carboximidamide ClC1=CC=C(C=C1)C1=NN(C[C@@H]1C1=CC=CC=C1)/C(/NC[C@H](C)S(N)(=O)=O)=N/S(=O)(=O)C1=CC=C(C=C1)F